1-(trifluoroacetyl)-2-(trifluoromethyl)-ethane FC(C(=O)CCC(F)(F)F)(F)F